4-(3,5-dichloro-4-fluorophenyl)-1H-1,2,3-triazole-5-carboxylic acid ClC=1C=C(C=C(C1F)Cl)C=1N=NNC1C(=O)O